C12(CC(C1)C2)CN2C(C=1C=C(C(=NC1C=C2)C)C(=O)OCC)=O ethyl 6-(bicyclo[1.1.1]pentan-1-ylmethyl)-2-methyl-5-oxo-5,6-dihydro-1,6-naphthyridine-3-carboxylate